N,N-dimethyl-4-(piperazin-1-yl)pyrimidin-2-amine hydrochloride Cl.CN(C1=NC=CC(=N1)N1CCNCC1)C